Cl.N[C@H]1C[C@](CCC1)(O)C (1S,3R)-3-amino-1-methylcyclohexanol hydrochloride